C(#N)C1=NN(C(=C1)C)C1=C(C=CC(=N1)N1C=NC2=C1C=CC(=C2)NC2N(CC2)N2N=CC=C2)C(C)O [1-[6-(3-cyano-5-methyl-pyrazol-1-yl)-5-(1-hydroxyethyl)-2-pyridyl]benzimidazol-5-yl-amino]pyrazol-1-yl-azetidine